3-Phenylsulfonylbenzenesulfonic acid C1(=CC=CC=C1)S(=O)(=O)C=1C=C(C=CC1)S(=O)(=O)O